CC1=C(C=C(C=C1)C(NC1=NC=CC(=C1)C(F)(F)F)=O)C#CC1=CN=C(S1)NC(=O)N1CCOCC1 N-(5-((2-methyl-5-((4-(trifluoromethyl)pyridin-2-yl)carbamoyl)phenyl)ethynyl)thiazol-2-yl)morpholine-4-carboxamide